CC1=C(C(=CC=C1)C)S(=O)(=O)Cl 2,6-dimethylbenzenesulfonyl chloride